3-Bromo-4-(2-methoxyethoxy)-N-methyl-N-propyl-benzenesulfonamide BrC=1C=C(C=CC1OCCOC)S(=O)(=O)N(CCC)C